2-(2,4-Difluoro-3-hydroxy-5-(trifluoromethyl)phenyl)-N-(trans-3-methoxycyclobutyl)benzo[d]oxazole-5-carboxamide FC1=C(C=C(C(=C1O)F)C(F)(F)F)C=1OC2=C(N1)C=C(C=C2)C(=O)N[C@@H]2C[C@H](C2)OC